C(C)[C@](N(C(=O)C=1C=NN(C1C)C1=C(C=CC=C1)O)CC)(C(C)C)C(=O)N[C@H](CCC(=O)O)C(=O)O.CN(CCOC1=CC=2C(C3=CC(=CC=C3C2C=C1)OCCN(C)C)=O)C 2,7-bis(2-dimethylaminoethoxy)fluorene-9-one diethyl-(1-(2-hydroxyphenyl)-5-methyl-1H-pyrazole-4-carbonyl)-L-valyl-D-glutamate